4-Nitrobenzyl (4R,5S,6S)-3-(diphenoxyphosphoryl)-4-methyl-7-oxo-6-((R)-1-((trimethylsilyl) oxy) ethyl)-1-azabicyclo[3.2.0]hept-2-ene-2-carboxylate O(C1=CC=CC=C1)P(=O)(OC1=CC=CC=C1)C1=C(N2C([C@@H]([C@H]2[C@H]1C)[C@@H](C)O[Si](C)(C)C)=O)C(=O)OCC1=CC=C(C=C1)[N+](=O)[O-]